(1-(2-methoxyethoxy)propane) cerium [Ce].COCCOCCC